sodium 1-undecyl sulfate S(=O)(=O)(OCCCCCCCCCCC)[O-].[Na+]